sodium antimonous gluconate O=C([C@H](O)[C@@H](O)[C@H](O)[C@H](O)CO)[O-].[Sb+3].[Na+].O=C([C@H](O)[C@@H](O)[C@H](O)[C@H](O)CO)[O-].O=C([C@H](O)[C@@H](O)[C@H](O)[C@H](O)CO)[O-].O=C([C@H](O)[C@@H](O)[C@H](O)[C@H](O)CO)[O-]